CCCCCCCCC(CCCCCCCC)OC1=CC(=CC=C1)CCCCCCCCCCCCCCC 1-(heptadecan-9-yloxy)-3-pentadecylbenzene